ClC1=CC(=NC(=C1)Cl)C(=O)NC1=CC2=C(OCCO2)C=C1 4,6-dichloro-N-(2,3-dihydrobenzo[b][1,4]dioxin-6-yl)picolinamide